Cl.N[C@]1(CCC=2C=3C1=C1C(=NC3C=C(C2C)F)C2=CC3=C(C(N2C1)=O)COC([C@]3(O)CC)=O)CO (1S,9S)-1-amino-9-ethyl-5-fluoro-9-hydroxy-1-(hydroxymethyl)-4-methyl-1,2,3,9,12,15-hexahydro-10H,13H-benzo[de]pyrano[3',4':6,7]indolizino[1,2-b]quinoline-10,13-dione hydrochloride